N=1NN=C(C1)C1CNCCC1 3-(2H-1,2,3-triazol-4-yl)piperidine